(1r,4r)-4-(3-chloro-4-cyanophenoxy)-N-(6-(piperidin-4-yl)pyridazin-3-yl)cyclohexane-1-carboxamide ClC=1C=C(OC2CCC(CC2)C(=O)NC=2N=NC(=CC2)C2CCNCC2)C=CC1C#N